Br.C(C)N(CCO)CC 2-diethylaminoethanol HBr